COC1=CC=CC2=C(N=C3C=CC=CC3=C12)C(C(=O)OCC)(C)C ethyl 2-(10-methoxyphenanthridin-6-yl)-2-methylpropionate